(4,6-dichloro-5-(2-ethoxyphenyl)-1H-benzo[d]imidazol-2-yl)(4-(ethylsulfonyl)phenyl)methanol ClC1=C(C(=CC=2NC(=NC21)C(O)C2=CC=C(C=C2)S(=O)(=O)CC)Cl)C2=C(C=CC=C2)OCC